Methyl 2-[4-(5-amino-4-cyano-1-isopropylpyrazol-3-yl)-2,3-difluorophenyl]prop-2-enoate NC1=C(C(=NN1C(C)C)C1=C(C(=C(C=C1)C(C(=O)OC)=C)F)F)C#N